bis(2-hydroxyethyl)-methyl-dodecylammonium OCC[N+](CCCCCCCCCCCC)(C)CCO